FC(C(C=O)=C)(F)F 2-(trifluoromethyl)prop-2-en-1-one